COC(=O)C1=CC2=C(N=C(N2CC=2N(C=NC2)CC)CCl)C=C1.ClC=1C=C(C=2N(N1)C=C(N2)C)N2C=CC(C=C2)=O 1-(6-chloro-2-methyl-imidazo[1,2-b]pyridazin-8-yl)pyridin-4-one methyl-2-(chloromethyl)-3-[(3-ethylimidazol-4-yl)methyl]benzimidazole-5-carboxylate